CN(CCCCl)C 3-dimethylamino-1-propyl chloride